1-(3-fluoro-5-methyl-4-(3-(1-methyl-1H-pyrazol-4-yl)-1H-pyrazolo[3,4-c]pyridin-5-yl)phenyl)-N-methylethylamine FC=1C=C(C=C(C1C=1C=C2C(=CN1)NN=C2C=2C=NN(C2)C)C)C(C)NC